BrC1=C(C(=NN1C=1N(N=C(C1)C)C)OCC(CO[Si](C)(C)C(C)(C)C)F)[N+](=O)[O-] 5-bromo-3-(3-((tert-butyldimethylsilyl)oxy)-2-fluoropropoxy)-2',5'-dimethyl-4-nitro-2'H-1,3'-bipyrazole